CC1(OB(OC1(C)C)C1=CC=C(CNC(OC(C)(C)C)=O)C=C1)C Tert-butyl (4-(4,4,5,5-tetramethyl-1,3,2-dioxaborolan-2-yl)benzyl)carbamate